methyl 3-(9-((4-(((tert-butoxycarbonyl)amino)methyl)phenyl)carbamoyl)-4,5-dihydrobenzo[b]thieno[2,3-d]oxepin-8-yl)-6-((2,2,2-trifluoroethyl)carbamoyl)picolinate C(C)(C)(C)OC(=O)NCC1=CC=C(C=C1)NC(=O)C1=CC2=C(OCCC3=C2SC=C3)C=C1C=1C(=NC(=CC1)C(NCC(F)(F)F)=O)C(=O)OC